boranediol tert-butyl-((2S)-1-(3-(4-((3-fluoro-5-(1-(tetrahydro-2H-pyran-2-yl)-1H-pyrazol-5-yl)pyridin-2-yl)oxy)phenyl)-1,2,4-oxadiazol-5-yl)-3-hydroxypropan-2-yl)carbamate C(C)(C)(C)N(C(O)=O)[C@@H](CC1=NC(=NO1)C1=CC=C(C=C1)OC1=NC=C(C=C1F)C1=CC=NN1C1OCCCC1)CO.B(O)O